(S)-7-methyl-6-(4-(3-methyltetrahydrofuran-3-yl)piperazin-1-yl)isoquinolin-3-amine CC1=C(C=C2C=C(N=CC2=C1)N)N1CCN(CC1)[C@@]1(COCC1)C